1-nonadecanoyl-2-(6Z,9Z,12Z,15Z-octadecatetraenoyl)-glycero-3-phosphoserine CCCCCCCCCCCCCCCCCCC(=O)OC[C@H](COP(=O)(O)OC[C@@H](C(=O)O)N)OC(=O)CCCC/C=C\C/C=C\C/C=C\C/C=C\CC